methyl trans-2-(chlorocarbonyl)cyclopropane-1-carboxylate ClC(=O)[C@H]1[C@@H](C1)C(=O)OC